ClC1=CN=C(C=C1C(=O)NC1=CC(=CC(=C1)C1CC(OCC1)C)Cl)N1S(CCC1)(=O)=O 5-chloro-N-(3-chloro-5-(2-methyltetrahydro-2H-pyran-4-yl)phenyl)-2-(1,1-dioxidoisothiazolidin-2-yl)isonicotinamide